tert-Butyloxy-N-(4-(4-Hydroxyphenyl)Piperazin-1-yl)Formamide C(C)(C)(C)ON(C=O)N1CCN(CC1)C1=CC=C(C=C1)O